FC1=CC=C(CNC2=CC=C(C=C2C2=CC=CC=C2)C(C(=O)N)=C)C=C1 (6-((4-fluorobenzyl)amino)-[1,1'-biphenyl]-3-yl)acrylamide